ClCC(C[C@]1(N(C[C@H](C1)O)C(=O)OC(C)(C)C)C(=O)OC)=C 1-(tert-butyl) 2-methyl (2R,4S)-2-(2-(chloromethyl)allyl)-4-hydroxypyrrolidine-1,2-dicarboxylate